C1C(CC2=CC=CC=C12)NC1=NC=C(C=N1)C1=NOC2(CN(C2)C(=O)C2=CC(=NC=C2)NS(=O)(=O)C)C1 N-(4-(7-(2-((2,3-dihydro-1H-inden-2-yl)amino)pyrimidin-5-yl)-5-oxa-2,6-diazaspiro[3.4]oct-6-ene-2-carbonyl)pyridin-2-yl)methanesulfonamide